(1s,5s)-9-chloro-9-borabicyclo[3.3.1]nonane ClB1C2CCCC1CCC2